O=C1NC(C(N1)(C=1C=NC=NC1)CCC(=O)OC(C)(C)C)=O tert-butyl 3-(2,5-dioxo-4-pyrimidin-5-yl-imidazolidin-4-yl)propanoate